5-(2-bromo-4-fluorophenoxy)-pyrimidine BrC1=C(OC=2C=NC=NC2)C=CC(=C1)F